(3-(methoxymethyl)-1-methyl-1H-pyrazol-5-yl)boronic acid COCC1=NN(C(=C1)B(O)O)C